Cl.Cl.CS(=O)(=O)CCN1CCNCC1 1-(2-methylsulfonylethyl)piperazine dihydrochloride